2-((5-fluoropyridin-3-yl)methyl)-6-(2-methylpyrimidin-5-yl)pyridazin-3(2H)-one FC=1C=C(C=NC1)CN1N=C(C=CC1=O)C=1C=NC(=NC1)C